FC=1C=C2C(=C(NC2=CC1)C(=O)OCC(C)C)C=1N=NN(C1)CC1CCN(CC1)CCNS(=O)(=O)C1=CC2=CC=CC=C2C=C1 isobutyl 5-fluoro-3-(1-((1-(2-(naphthalene-2-sulfonamido)ethyl)piperidin-4-yl)methyl)-1H-1,2,3-triazol-4-yl)-1H-indole-2-carboxylate